FC1(CN(CCC1OC1(C=2C=NC=NC2C=CC1OC(F)F)N)C)F 5-((3,3-difluoro-1-methylpiperidin-4-yl)oxy)-6-(difluoromethoxy)quinazolin-5-amine